COC1=CC=C(CN2CC3N(C(CCN3C(=O)OCC3C4=CC=CC=C4C=4C=CC=CC34)=O)C(C2=O)C)C=C1 (9H-fluoren-9-yl)methyl 8-(4-methoxybenzyl)-6-methyl-4,7-dioxohexahydro-2H-pyrazino[1,2-a]pyrimidine-1(6H)-carboxylate